(1S,2R)-2-((S)-8-([1,2,4]triazolo[4,3-a]pyridin-3-ylmethoxy)-5-chloro-1-((2-oxopyrrolidin-1-yl)methyl)-1,2,3,4-tetrahydroisoquinoline-2-carbonyl)-N-methylcyclohexane-1-carboxamide N=1N=C(N2C1C=CC=C2)COC=2C=CC(=C1CCN([C@@H](C21)CN2C(CCC2)=O)C(=O)[C@H]2[C@H](CCCC2)C(=O)NC)Cl